C(C)(C)(C)OC(=O)N1[C@H](C[C@H](C1)N)C.C(=C)C=1C2=CC=CC=C2C=C2C=CC=CC12 9-Vinyl-anthracene tert-butyl-(2S,4R)-4-amino-2-methylpyrrolidine-1-carboxylate